N=1ON=C2C1C=CC(=C2)OC2=C(N)C=C(C(=C2)F)Cl 2-(benzo[c][1,2,5]oxadiazol-5-yloxy)-5-chloro-4-fluoroaniline